(4-methylpiperazin-1-yl)(4-(1,2,3,4-tetrahydroquinolin-2-yl)phenyl)methanone CN1CCN(CC1)C(=O)C1=CC=C(C=C1)C1NC2=CC=CC=C2CC1